CN1N=CC=C1C(=O)N[C@H](C(NC1=CC=C(C=C1)C1=CNC(C=C1)=O)=O)C(C1=CC=CC=C1)C1=CC=CC=C1 (S)-1-methyl-N-(1-oxo-1-((4-(6-oxo-1,6-dihydropyridin-3-yl)phenyl)amino)-3,3-diphenylprop-2-yl)-1H-pyrazole-5-carboxamide